4,6-bis(9H-carbazole-9-yl)isophthalic acid C1=CC=CC=2C3=CC=CC=C3N(C12)C1=C(C=C(C(=O)O)C(=C1)N1C2=CC=CC=C2C=2C=CC=CC12)C(=O)O